Cl.OC=1C(=C2C(=CNC2=CC1)CCNC(C)=O)CN1CCOCC1 N-(2-(5-Hydroxy-4-(morpholinomethyl)-1H-indol-3-yl)ethyl)acetamide hydrochloride